N-isopropyl-2-(methylsulfonyl)-6-(trifluoromethyl)pyrido[3,4-d]pyrimidin-8-amine C(C)(C)NC1=NC(=CC2=C1N=C(N=C2)S(=O)(=O)C)C(F)(F)F